1-(4-(bis(4-(1H-pyrazol-1-yl)phenyl)methyl)piperazine-1-carbonyl)-1H-1,2,4-triazole-3-carbonitrile N1(N=CC=C1)C1=CC=C(C=C1)C(N1CCN(CC1)C(=O)N1N=C(N=C1)C#N)C1=CC=C(C=C1)N1N=CC=C1